CN(C=1SC=2N=C(SC2N1)C=1C=CC(=C2C=CNC12)C=1C=NNC1)C1CC(NC(C1)(C)C)(C)C N-Methyl-5-[4-(1H-pyrazol-4-yl)-1H-indol-7-yl]-N-(2,2,6,6-tetramethylpiperidin-4-yl)[1,3]thiazolo[5,4-d][1,3]thiazol-2-amin